C(C(C(C)C(=O)[O-])C(=O)[O-])C(=O)OC1CC(NC(C1)(C)C)(C)C (2,2,6,6-tetramethyl-4-piperidyl) Butane-1,2,3-tricarboxylate